C(C)(C)(C)OC(NS(=O)(=O)C1=CC=C(C=C1)[N+](=O)[O-])=O N-(4-nitrophenyl)sulfonylcarbamic acid tert-butyl ester